benzyl (S)-4-(7-bromo-2-(((S)-1-methylpyrrolidin-2-yl)methoxy)imidazo[2,1-f][1,2,4]triazin-4-yl)-2-(cyanomethyl)piperazine-1-carboxylate BrC1=CN=C2C(=NC(=NN21)OC[C@H]2N(CCC2)C)N2C[C@@H](N(CC2)C(=O)OCC2=CC=CC=C2)CC#N